C(CCCCC=CCC=CCC=CCC=CCC=CCC=CCC)(=O)[O-].[Na+] sodium 6,9,12,15,18,21-Tetracosahexaenoate